O[C@H](C)C1=CC2=C(N=C(N=C2)NC2=CC=C(C=N2)CN2CCC(CC2)O)C(=N1)N1CCCCC1 1-[[6-[[6-[(1R)-1-hydroxyethyl]-8-piperidin-1-ylpyrido[3,4-d]pyrimidin-2-yl]amino]pyridin-3-yl]methyl]piperidin-4-ol